2-{5-bromo-2-[(4-methoxyphenyl)methoxy]-3-methylphenyl}-1,3-dioxolane BrC=1C=C(C(=C(C1)C1OCCO1)OCC1=CC=C(C=C1)OC)C